C(CCCCCCC)C1(CC(C(CC1)C(CO)C)O)C 1-n-octyl-menthane-3,9-diol